5-{7-[(2,2-difluoropropyl)amino]-1-fluoro-3-hydroxynaphthalen-2-yl}-1λ6,2,5-thiadiazolidine-1,1,3-trione FC(CNC1=CC=C2C=C(C(=C(C2=C1)F)N1CC(NS1(=O)=O)=O)O)(C)F